5-Chloro-2,4-dihydroxypyridine-3-carboxylic acid ClC=1C(=C(C(=NC1)O)C(=O)O)O